2-(1-(2-chloro-4-(trifluoromethyl)phenyl)pyrrolidin-3-yl)-3,4-difluorobenzoic acid ClC1=C(C=CC(=C1)C(F)(F)F)N1CC(CC1)C1=C(C(=O)O)C=CC(=C1F)F